(R)-1-cyclobutylpropane-1-amine C1(CCC1)[C@@H](CC)N